3-(triethoxysilyl)propyl-di-n-decylmethyl-ammonium chloride [Cl-].C(C)O[Si](CCC[N+](C)(CCCCCCCCCC)CCCCCCCCCC)(OCC)OCC